The molecule is alpha-D-Man-(1->2)-alpha-D-Man-(1->2)-alpha-D-Man-(1->3)-[alpha-D-Man-(1->3)-[alpha-D-Man-(1->2)-alpha-D-Man-(1->6)]-alpha-D-Man-(1->6)]-beta-D-Man-(1->4)-beta-D-GlcNAc-(1->4)-D-GlcNAc in which the anomeric configuration at the reducing-end GlcNAc residue is beta. It has a role as an epitope. CC(=O)N[C@@H]1[C@H]([C@@H]([C@H](O[C@H]1O)CO)O[C@H]2[C@@H]([C@H]([C@@H]([C@H](O2)CO)O[C@H]3[C@H]([C@H]([C@@H]([C@H](O3)CO[C@@H]4[C@H]([C@H]([C@@H]([C@H](O4)CO[C@@H]5[C@H]([C@H]([C@@H]([C@H](O5)CO)O)O)O[C@@H]6[C@H]([C@H]([C@@H]([C@H](O6)CO)O)O)O)O)O[C@@H]7[C@H]([C@H]([C@@H]([C@H](O7)CO)O)O)O)O)O)O[C@@H]8[C@H]([C@H]([C@@H]([C@H](O8)CO)O)O)O[C@@H]9[C@H]([C@H]([C@@H]([C@H](O9)CO)O)O)O[C@@H]1[C@H]([C@H]([C@@H]([C@H](O1)CO)O)O)O)O)O)NC(=O)C)O